1-iodo-2,4-dimethylhexa-1,5-dien-3-ol IC=C(C(C(C=C)C)O)C